CC12CC3(CC(CC(C1)(C3)C)C2)NCCC 3-(3,5-Dimethyl-1-adamantyl)aminopropan